FC1=CC=C(OC2=CC(=C(N=N2)OC2CCOCC2)C(=O)NC[C@@H]2CN(CCC2)C(C)C)C=C1 6-(4-fluorophenoxy)-N-{[(3R)-1-isopropylpiperidin-3-yl]methyl}-3-(tetrahydro-2H-pyran-4-yloxy)pyridazine-4-carboxamide